N-[3-[2-(Dimethylamino)ethoxy]-4-methoxyphenyl]-2'-methyl-4'-(5-methyl-1,2,4-oxadiazol-3-yl)[1,1'-biphenyl]-4-carboxamide CN(CCOC=1C=C(C=CC1OC)NC(=O)C1=CC=C(C=C1)C1=C(C=C(C=C1)C1=NOC(=N1)C)C)C